3,9-dimethyl-3,4,7,18-tetraazatricyclo[12.3.1.02,6]Octadeca-1(18),2(6),4,14,16-pentaen-8-one CN1C=2C=3C=CC=C(CCCCC(C(NC2C=N1)=O)C)N3